OC1=NC(=NC(=C1)O)SCCC 4,6-dihydroxy-2-propylsulfanyl-pyrimidine